C(C)[C@@H]1N(CCCC1)C(C[C@@H](C(=O)N[C@@H](C)C1=NC2=C(N1)C=CC=C2F)NC(OCC(C)C)=O)=O Isobutyl ((S)-4-((S)-2-Ethylpiperidin-1-yl)-1-(((S)-1-(4-fluoro-1H-benzo[d]imidazol-2-yl)ethyl)amino)-1,4-dioxobutan-2-yl)carbamate